(S)-2-((4-((2-hydroxy-1-phenylethyl)amino)-5-(3-morpholino-1,2,4-oxadiazol-5-yl)pyridin-2-yl)amino)-6,7,7-trimethyl-6,7-dihydro-5H-pyrrolo[3,4-d]pyrimidin-5-one OC[C@H](C1=CC=CC=C1)NC1=CC(=NC=C1C1=NC(=NO1)N1CCOCC1)NC=1N=CC2=C(N1)C(N(C2=O)C)(C)C